CN(C(=O)C1=NN(C(=C1)CNC(OCCCC)=O)CC1COC1)C butyl ((3-(dimethylcarbamoyl)-1-(oxetan-3-ylmethyl)-1H-pyrazol-5-yl)methyl)carbamate